9-ethyl-6,6-dimethyl-9-phenyl-5,6,7,9-tetrahydrothiazolo[4,5-b]quinolin-8(4H)-one C(C)C1(C2=C(NC=3CC(CC(C13)=O)(C)C)N=CS2)C2=CC=CC=C2